C1=CC(=CC(=C1)O)C2=CC=C(C=C2)CC3=CC=NC=C3 4''-(Pyridin-4-ylmethyl)biphenyl-3-ol